1-(methoxymethyl)-N-(5-{2-[4-(trifluoromethyl)phenoxy]ethyl}-1H-indol-3-yl)cyclopropane-1-carboxamide COCC1(CC1)C(=O)NC1=CNC2=CC=C(C=C12)CCOC1=CC=C(C=C1)C(F)(F)F